FC(C1=CC=C(C=N1)CN1CCC2(CN(C2)C(=O)N2CC3(C2)NC(CC3)=O)C1)(F)F 2-[7-[[6-(trifluoromethyl)-3-pyridyl]methyl]-2,7-diazaspiro[3.4]octane-2-carbonyl]-2,5-diazaspiro[3.4]octan-6-one